COC1C(NCCC1)C1=CC=C(C=C1)C(F)(F)F 3-methoxy-2-(4-(trifluoromethyl)phenyl)piperidine